C1(CC1)CSCC(=O)O [(CYCLOPROPYLMETHYL)THIO]ACETIC ACID